CC1=C2C3=C(NC2=CC=C1)N=C(N=C3NCCCNC)CC3=CC=CC=C3 methyl-2-benzyl-4-((3-(methylamino)propyl)amino)-9H-pyrimido[4,5-b]indole